4-(3-(2-(2,6-Dimethylpyridin-4-yl)-3-isopropyl-1H-indol-5-yl)azetidin-1-yl)tetrahydro-2H-thiopyran-1,1-dioxid CC1=NC(=CC(=C1)C=1NC2=CC=C(C=C2C1C(C)C)C1CN(C1)C1CCS(CC1)(=O)=O)C